C(C)(C)(C)OC(=O)N1CCN(CC1)C1CCC(CC1)C1=CC2=C(N(C(N2C)=O)C2C(NC(CC2)=O)=O)C=C1 4-[(1r,4r)-4-[1-(2,6-dioxopiperidin-3-yl)-3-methyl-2-oxo-1,3-benzodiazol-5-yl]cyclohexyl]piperazine-1-carboxylic acid tert-butyl ester